2-[3-methyl-4-[[(3R)-3-piperidinyl]amino]isoxazolo[4,5-d]pyridazin-7-yl]-5-(trifluoromethyl)-phenol CC1=NOC2=C1C(=NN=C2C2=C(C=C(C=C2)C(F)(F)F)O)N[C@H]2CNCCC2